C(N)(=O)C=1N=NC(=CC1NC=1C(=NC=CC1)C(=O)O)C1=C(C=CC=C1F)F ((3-carbamoyl-6-(2,6-difluorophenyl)pyridazin-4-yl)amino)o-picolinic acid